C1(CC1)C[C@@H](C(=O)OC)N1C(C2(CCCN2C(=O)OC(C)(C)C)CC1)=O tert-Butyl 7-[(1S)-1-(cyclopropylmethyl)-2-methoxy-2-oxo-ethyl]-6-oxo-1,7-diazaspiro[4.4]nonane-1-carboxylate